OC1=NC=CC=C1C1=CC=C2C(=CNC2=C1)C1=NC(=NC=C1C(F)(F)F)N[C@@H]1CN(CCC1)C(=O)OC(C)(C)C tert-butyl (3S)-3-[[4-[6-(2-hydroxy-3-pyridyl)-1H-indol-3-yl]-5-(trifluoromethyl)pyrimidin-2-yl]amino]piperidine-1-carboxylate